C(C)N(C(=O)C1=C(OC=2C(=NC=NC2)N2CC3(C2)CCN(CC3)C(=O)[C@H]3N(C[C@H](C3)OS(=O)(=O)C)C(=O)OC(C)(C)C)C=CC(=C1)F)C(C)C tert-butyl (2S,4S)-2-(2-(5-(2-(ethyl(isopropyl)carbamoyl)-4-fluorophenoxy)pyrimidin-4-yl)-2,7-diazaspiro[3.5]nonane-7-carbonyl)-4-((methylsulfonyl)oxy)pyrrolidine-1-carboxylate